(4R)-N-{[(2R)-1,4-Dioxan-2-yl]methyl}-4-methyl-2-{[1-(1-methylcyclopropan-1-carbonyl)piperidin-4-yl]methyl}-8-(trifluoromethyl)-4,5-dihydro-2H-furo[2,3-g]indazol-7-carboxamid O1[C@@H](COCC1)CNC(=O)C1=C(C2=C(C[C@H](C3=CN(N=C23)CC2CCN(CC2)C(=O)C2(CC2)C)C)O1)C(F)(F)F